N-(5-cyano-6-(2H-1,2,3-triazol-2-yl)pyridin-3-yl)-1-(4-methylpyridin-3-yl)-5-(trisFluoromethyl)-1H-pyrazole-4-carboxamide C(#N)C=1C=C(C=NC1N1N=CC=N1)NC(=O)C=1C=NN(C1C(F)(F)F)C=1C=NC=CC1C